4-bromo-2-fluorophenyl pyrrolidine-1-carboxylate N1(CCCC1)C(=O)OC1=C(C=C(C=C1)Br)F